Methyl 4-[(1S)-1-[[4-(tert-butoxycarbonylamino)-2,2-dimethyl-tetrahydropyran-4-carbonyl]amino]ethyl]benzoate C(C)(C)(C)OC(=O)NC1(CC(OCC1)(C)C)C(=O)N[C@@H](C)C1=CC=C(C(=O)OC)C=C1